FC1=C(N)C=C(C(=C1)C#C[Si](C)(C)C)F 2,5-difluoro-4-((trimethylsilyl)ethynyl)aniline